O=C(C(=O)OCC(F)(F)F)N1[C@@H](CC[C@@H](C1)C)C=1N(N=CC1)CC |r| 2,2,2-Trifluoroethyl 2-oxo-2-[rac-(2S,5S)-2-(2-ethylpyrazol-3-yl)-5-methyl-1-piperidyl]acetate